4-bromo-2-nitrophenol BrC1=CC(=C(C=C1)O)[N+](=O)[O-]